IC=1C(=NN(C1)CC1=CC=C(C(=O)OC)C=C1)OC methyl 4-((4-iodo-3-methoxy-1H-pyrazol-1-yl)methyl)benzoate